7-Chloro-4-(methylamino)-1-(thiazol-2-yl)quinazolin-2(1H)-one ClC1=CC=C2C(=NC(N(C2=C1)C=1SC=CN1)=O)NC